FC1=CC=C(C=C1)N1C(C(=CC=C1OCC)C(=O)O)=O 1-(4-fluorophenyl)-6-ethoxy-2-oxo-1,2-dihydropyridine-3-carboxylic acid